ethyl (3-benzoyl-2,4,6-trimethylbenzoyl)phenylphosphinate C(C1=CC=CC=C1)(=O)C=1C(=C(C(=O)P(OCC)(=O)C2=CC=CC=C2)C(=CC1C)C)C